4-(1-methyl-4-piperidyl)-3-(trifluoromethyl)phenol CN1CCC(CC1)C1=C(C=C(C=C1)O)C(F)(F)F